1H,2H-spiro[2λ6,1-benzisothiazole-3,4'-piperidine]-2,2-dione N1CCC2(CC1)S(NC1=C2C=CC=C1)(=O)=O